[N+](=[N-])=C[Si](C)(C)C diazomethyl-(trimethyl)silane